N-(3-(imidazo[1,2-a]pyridin-6-yl)phenyl)acetamide N=1C=CN2C1C=CC(=C2)C=2C=C(C=CC2)NC(C)=O